FC(CSCCN)(F)F 2-((2,2,2-trifluoroethyl)thio)ethane-1-amine